N-(4-(4,4-difluoropiperidin-1-yl)pyrimidin-2-yl)-4-((2-methoxyethyl)sulfonamido)-2-(6-azaspiro[2.5]octan-6-yl)benzamide FC1(CCN(CC1)C1=NC(=NC=C1)NC(C1=C(C=C(C=C1)NS(=O)(=O)CCOC)N1CCC2(CC2)CC1)=O)F